[Mn](=O)(=O)(=O)O anti-permanganic acid